2-chloro-5-[2-chloro-1-(2,6-difluoro-4-methoxyphenyl)-4-methyl-1H-imidazole-5-yl]pyridine ClC1=NC=C(C=C1)C1=C(N=C(N1C1=C(C=C(C=C1F)OC)F)Cl)C